C1(CC1)C1=NOC=C1C(=O)NC(C=1OC2=C(N1)C=C(C=C2)C(COC)N2C(NC(C2)C(F)(F)F)=O)C2CCC(CC2)(F)F 3-cyclopropyl-N-((4,4-difluorocyclohexyl)(5-(2-methoxy-1-(2-oxo-4-(trifluoromethyl)imidazolidin-1-yl)ethyl)benzo[d]oxazol-2-yl)methyl)isoxazole-4-carboxamide